4-acryloylmorpholine C(C=C)(=O)N1CCOCC1